(R)-N-((1-(6-((4-cyclopentylpyridin-2-yl)amino)-3-methylpyridine-2-carbonyl)-5,5-difluoropiperidin-2-yl)methyl)acetamide C1(CCCC1)C1=CC(=NC=C1)NC1=CC=C(C(=N1)C(=O)N1[C@H](CCC(C1)(F)F)CNC(C)=O)C